OC(C(=O)[O-])C(O)(C(=O)[O-])CC(=O)[O-].[Mg+2].O[C@@H](C[N+](C)(C)C)CC([O-])=O.OC(C(=O)[O-])C(O)(C(=O)[O-])CC(=O)[O-].[Mg+2].[Mg+2] L-carnitine magnesium 2-hydroxycitric acid salt